N1C=NC2=C1C=CC(=C2)CNC2=C(C(=CC=C2)F)C2=CC=C(C=C2)Cl N-(1H-1,3-Benzodiazole-5-ylmethyl)-2-(4-chlorophenyl)-3-fluoroaniline